(1S,3S)-N1-(5-(Difluoromethoxy)pyrazin-2-yl)cyclopentane-1,3-diamine FC(OC=1N=CC(=NC1)N[C@@H]1C[C@H](CC1)N)F